C1(=CC=CC=C1)C(C1=CC=CC=C1)=NC=1SC(=C(N1)C1=CC=CC=C1)OC1=CC(=NC=C1)NC=1C=C(C=CC1)C(C)(C)O 2-(3-((4-((2-((diphenylmethylene)amino)-4-phenylthiazol-5-yl)oxy)pyridin-2-yl)amino)phenyl)propan-2-ol